FC=1C=C(C=CC1)COC1CN(C1)C(=O)C=1N=C(C2=C(N1)OC(=C2)C)NC2(CC2)C {3-[(3-fluorophenyl)methoxy]azetidine-1-carbonyl}-6-methyl-N-(1-methylcyclopropyl)furo[2,3-d]pyrimidin-4-amine